octanediol bis(4-mercaptobutyrate) SCCCC(=O)OC(CCCCCCC)OC(CCCS)=O